1,2-Diazido-6-chlorohexane N(=[N+]=[N-])CC(CCCCCl)N=[N+]=[N-]